propargyl-1(R)-aminoindan C#CC[C@@]1(CCC2=CC=CC=C21)N